N-(4-hydroxypyridin-3-yl)-1-(methylamino)-2,7-naphthyridine-4-carboxamide OC1=C(C=NC=C1)NC(=O)C1=CN=C(C2=CN=CC=C12)NC